N-[5-(hydroxymethyl)-2,2-dimethyl-1,3-dioxan-5-yl]-2-methyl-5-[(pyridin-2-yl)methoxy]pyrazolo[1,5-a]pyridine-3-carboxamide OCC1(COC(OC1)(C)C)NC(=O)C=1C(=NN2C1C=C(C=C2)OCC2=NC=CC=C2)C